1-N-[4-[7-(1-tert-butylpyrazol-4-yl)quinolin-4-yl]Oxyphenyl]-1-N'-(4-fluorophenyl)cyclopropane-1,1-dicarboxamide C(C)(C)(C)N1N=CC(=C1)C1=CC=C2C(=CC=NC2=C1)OC1=CC=C(C=C1)NC(=O)C1(CC1)C(=O)NC1=CC=C(C=C1)F